C1(CC2C(CC1)O2)CC[Si](OC)(OC)OC 3,4-Epoxy-cyclohexylethyltrimethoxysilan